C1(=CC=CC=C1)N(C1=CC=C(C=C1)[O-])C1=CC=CC=C1.FC(C1=CC=C(C=N1)CC1CC2(CN(C2)C=O)CC1)(F)F [6-[[6-(trifluoromethyl)-3-pyridinyl]methyl]-2-azaspiro[3.4]oct-2-yl]methanone 4-(Diphenylamino)phenolat